NCCCC1CCC(CC1)NC1=CC=C(C=C1)C(C)(C)C N-(4-(3-aminopropyl)cyclohexyl)-4-(tert-butyl)aniline